6-[(E)-2-(aminomethyl)-3-fluoro-allyloxy]-2-(2-methylsulfonylethyl)-3,4-dihydroIsoquinolin-1-one hydrochloride Cl.NC/C(/COC=1C=C2CCN(C(C2=CC1)=O)CCS(=O)(=O)C)=C\F